2,6-bis(hydroxymethyl)-4-ethylphenol OCC1=C(C(=CC(=C1)CC)CO)O